COC1=CC2=C(N(N=N2)C=2C=CC3=C(CN(CCC3)S(=O)(=O)N)C2)C=C1 8-(5-methoxy-1H-benzo[d][1,2,3]triazol-1-yl)-1,3,4,5-tetrahydro-2H-benzo[c]azepin-2-sulfonamide